C1CC12CCN(CC2)C2=C(C=CC=C2)C(=O)N 2-(6-azaspiro[2.5]octane-6-yl)benzeneFormamide